(2-(2-((2-(2,5-difluorophenyl)-2,2-difluoroethyl)amino)-2-oxoethoxy)phenyl)phosphonic acid FC1=C(C=C(C=C1)F)C(CNC(COC1=C(C=CC=C1)P(O)(O)=O)=O)(F)F